BrC1=CC(=C2C(=NC(=NC2=C1F)O)O)F 7-bromo-5,8-difluoroquinazoline-2,4-diol